trifluoromethanesulfonic acid sodium [Na].FC(S(=O)(=O)O)(F)F